6-chloro-N-(5-chloro-3-fluoro-6-methoxypyridin-2-yl)-1-benzothiophene-3-sulfonamide ClC1=CC2=C(C(=CS2)S(=O)(=O)NC2=NC(=C(C=C2F)Cl)OC)C=C1